[B].N1CCCCC1 piperidine boron